C(CCC)OCNC(C(=C)C)=O N-(n-butoxy-methyl)methacrylamide